C1=C(C=CC2=CC=CC=C12)NC1=CC=NC2=CC=CC=C12 N-(naphthalen-2-yl)quinolin-4-amine